C1(=CC=CC=C1)CC=C=C 1-Phenylbutane-2,3-diene